(2-azaspiro[3.3]Hept-6-yloxy)ethyl acetate C(C)(=O)OCCOC1CC2(CNC2)C1